(R)-4-(3-(but-2-ynamido)piperidin-1-yl)-6-(4-phenoxyphenyl)-1H-pyrazolo[4,3-c]pyridine C(C#CC)(=O)N[C@H]1CN(CCC1)C1=NC(=CC2=C1C=NN2)C2=CC=C(C=C2)OC2=CC=CC=C2